N-(3-chloro-4-fluorophenyl)-10-methyl-11-oxo-3,4,10,11-tetrahydro-1H-pyrido[4',3':3,4]Pyrazolo[1,5-a][1,4]Diazepine-2(7H)-amide ClC=1C=C(C=CC1F)NC(=O)N1CC=2C(=NN3C2C(N(C=CC3)C)=O)CC1